2-[(2R)-3-(3,4-dihydro-1H-isoquinolin-2-yl)-2-hydroxy-propyl]-6-[4-(2-methoxyethyl)piperazin-1-yl]-3,4-dihydroisoquinolin-1-one C1N(CCC2=CC=CC=C12)C[C@H](CN1C(C2=CC=C(C=C2CC1)N1CCN(CC1)CCOC)=O)O